ClC=1C(=C(NC2=NC=NC3=CC=C(C=C23)C2CN(CCC2)C(=O)OC(C)(C)C)C=CC1Cl)F tert-butyl 3-[4-(3,4-dichloro-2-fluoro-anilino)quinazolin-6-yl]piperidine-1-carboxylate